C1CCC(CC1)C[C@@H](C(=O)O)NC(=O)OCC2C3=CC=CC=C3C4=CC=CC=C24 N-α-(9-fluorenylmethoxycarbonyl)-β-cyclohexyl-L-alanine